methyl (R)-8-fluoro-2-(5-oxaspiro[3.5]nonan-8-yl)-1,2,3,4-tetrahydroisoquinoline-6-carboxylate FC=1C=C(C=C2CCN(CC12)[C@@H]1CCOC2(CCC2)C1)C(=O)OC